2-[4-[2-[[(2S)-1-isopropylpyrrolidin-2-yl]methoxy]-7-(1-naphthyl)-6,8-dihydro-5H-pyrido[3,4-d]pyrimidin-4-yl]-1-prop-2-enoyl-piperazin-2-yl]acetonitrile C(C)(C)N1[C@@H](CCC1)COC=1N=C(C2=C(N1)CN(CC2)C2=CC=CC1=CC=CC=C21)N2CC(N(CC2)C(C=C)=O)CC#N